C(C)(C)(C)OC(=O)N1CC(=CCC1)C1=NC2=CC(=CC=C2N=C1)Br 3-(7-bromoquinoxalin-2-yl)-5,6-dihydropyridine-1(2H)-carboxylic acid tert-butyl ester